C(C)[C@]1(C(OCC=2C(N3CC=4C(=NC=5C=C(C(=C6C5C4[C@H](CC6)NC(CCN)=O)C)F)C3=CC21)=O)=O)O N-[(1S,9S)-9-Ethyl-5-fluoro-9-hydroxy-4-methyl-10,13-dioxo-2,3,9,10,13,15-hexahydro-1H,12H-benzo[de]pyrano[3',4':6,7]indolizino[1,2-b]quinolin-1-yl]-β-alaninamide